trimethoxypropyl-ammonium chloride [Cl-].COC(CC[NH3+])(OC)OC